CN(CC(=O)N1C[C@@H](CCC1)N1C(NC2=C1C=C(C(=C2)C=2C=C(C=1N(C2)N=CN1)C)C)=O)C (R)-1-(1-(Dimethylglycyl)piperidin-3-yl)-6-methyl-5-(8-methyl-[1,2,4]triazolo[1,5-a]pyridin-6-yl)-1,3-dihydro-2H-benzo[d]imidazol-2-on